NC1=C(C=2C(=NC=C(N2)C2=NC=CN=C2)N1C1=C(C(=CC=C1C)O)C)C(C)=O 1-[6-amino-5-(3-hydroxy-2,6-dimethyl-phenyl)-2-pyrazin-2-yl-pyrrolo[2,3-b]pyrazin-7-yl]ethanone